[O-2].[Mn+2] manganese oxide